BrC1=NC=CC(=C1)NC(=O)C1N(C2CC2C1)C(=O)OCCCC butyl 3-((2-bromopyridin-4-yl)carbamoyl)-2-azabicyclo[3.1.0]hexane-2-carboxylate